CN1C(=CC=C1)C(=O)O 1-METHYL-1H-PYRROLE-2-CARBOXYLIC ACID